C1(=C(C=CC=C1)N1N=NC(=C1)CN1C2(C3=CC=CC=C3C(C1)O)CCCCC2)C 2'-((1-(o-tolyl)-1H-1,2,3-triazol-4-yl)methyl)-3',4'-dihydro-2'H-spiro[cyclohexane-1,1'-isoquinolin]-4'-ol